C(C)(C)(C)OC(=O)C1=C(N=CN1C1CCCCC1)C1=CC=CC=C1.FC1=CC(=C(C=C1)C(=O)N1CC2(C1)CC(C2)C2=CC(=NN2C2=C(C=CC=C2)C)C)OCC(F)(F)F (4-fluoro-2-(2,2,2-trifluoroethoxy)phenyl)(6-(3-methyl-1-(o-tolyl)-1H-pyrazol-5-yl)-2-azaspiro[3.3]heptan-2-yl)methanone tert-butyl-1-cyclohexyl-4-phenyl-1H-imidazole-5-carboxylate